IC=1C=C(C=CC1)C1=NOC(=N1)C1CC1 3-(3-iodophenyl)-5-cyclopropyl-1,2,4-oxadiazole